F[C@H]1N(CCC1)C(=O)C12CC3(CC(CC(C1)C3)C2)NC(=O)C2=NC=CC=C2 Pyridine-2-carboxylic acid [3-((R)-fluoro-pyrrolidine-1-carbonyl)-adamantan-1-yl]-amide